C(CCC(=O)C)(=O)O.[Br-] bromide compound with levulinic acid